4-tert-butoxycarbonyl-3-methyl-morpholine-3-carboxylic acid C(C)(C)(C)OC(=O)N1C(COCC1)(C(=O)O)C